3-(chloro)pyrazin ClC=1C=NC=CN1